5-(4-((4-(tert-butyl)phenyl)amino)cyclohexyl)pentanamide neopentyl-((((1S,4R)-3-oxo-1-azabicyclo[2.2.1]heptan-2-yl)methoxy)(phenoxy)phosphoryl)-L-alaninate C(C(C)(C)C)N([C@@H](C)C(=O)O)P(=O)(OC1=CC=CC=C1)OCC1N2CC[C@@H](C1=O)C2.C(C)(C)(C)C2=CC=C(C=C2)NC2CCC(CC2)CCCCC(=O)N